(1S,2S)-N-(8-Amino-6-(6-amino-4-methylpyridin-3-yl)cinnolin-3-yl)-2-fluorocyclopropanecarboxamide NC=1C=C(C=C2C=C(N=NC12)NC(=O)[C@H]1[C@H](C1)F)C=1C=NC(=CC1C)N